2,3-difluoro-1-isopropyl-4-methoxybenzene FC1=C(C=CC(=C1F)OC)C(C)C